3-(trifluoro-methoxy)benzene-sulfonylchloride FC(OC=1C=C(C=CC1)S(=O)(=O)Cl)(F)F